ClC1=C(\C=N\O[C@H](C(=O)OC)C)C=C(C(=C1)F)N1C(N(C(N(C1=O)C)=S)C)=O methyl (2S)-2-({(E)-[2-chloro-5-(3,5-dimethyl-2,6-dioxo-4-sulfanylidene-1,3,5-triazinan-1-yl)-4-fluorobenzylidene] amino}oxy)propanoate